propyl 2-cyano-2-methylpentanoate C(#N)C(C(=O)OCCC)(CCC)C